IC1=CC=C(C=C1)C1=CC=C(C=C1)O 4'-iodo-[1,1'-biphenyl]-4-ol